OC=1C(NC2=CC=CC=C2C1C(=O)O)=O 3-hydroxy-2-oxo-1H-quinoline-4-carboxylic acid